3-(1-(3-chloro-5-fluorophenyl)pyrrolidin-3-yl)-2-fluorobenzoic acid ClC=1C=C(C=C(C1)F)N1CC(CC1)C=1C(=C(C(=O)O)C=CC1)F